COC1=C(C(=CC=C1)OC)P(NC(=O)N1C2=CC=C(C=C2C=2C=C(C=CC12)C(C)(C)C)C(C)(C)C)C1=C(C=CC=C1OC)OC (Z)-N-(bis(2,6-dimethoxyphenyl)phosphino)-3,6-di-tert-butyl-9H-carbazole-9-carboxamide